C1(=CC=CC=C1)C=1SC2=C(N1)C=CC(=C2)C2=CC=C(C=C2)N 4-(2-phenyl-benzothiazol-6-yl)benzenamine